OC1=CC(=NC=C1C(NCC=1C=NC(=CC1)C1=CC=CC=C1)=O)N1N=CC(=C1)C(=O)OCC Ethyl 1-(4-hydroxy-5-(((6-phenylpyridin-3-yl)methyl)carbamoyl)pyridin-2-yl)-1H-pyrazole-4-carboxylate